(3S)-3-(2-(5-(3-(dimethylamino)propyl)-2-oxo-4-(trifluoromethyl)pyridin-1(2H)-yl)-4-methylpentanamido)-3-(4-fluoro-2',4',5,6'-tetramethyl-[1,1'-biphenyl]-3-yl)propanoic acid CN(CCCC=1C(=CC(N(C1)C(C(=O)N[C@@H](CC(=O)O)C=1C=C(C=C(C1F)C)C1=C(C=C(C=C1C)C)C)CC(C)C)=O)C(F)(F)F)C